Methyl (Z)-1-(4-amino-2-fluorobut-2-en-1-yl)-2-methyl-4-(3-(methylsulfonyl)phenyl)-1H-benzo[d]imidazole-6-carboxylate NC\C=C(\CN1C(=NC2=C1C=C(C=C2C2=CC(=CC=C2)S(=O)(=O)C)C(=O)OC)C)/F